CCCCC\C=C/CCCC(CCC\C=C/CCCCC)=NN ((6Z,15Z)-henicosa-6,15-dien-11-ylidene)hydrazine